The molecule is a flavonoid oxoanion that is a dianionic form of biochanin A 7-O-(6-O-malonyl-beta-D-glucoside). It is the major microspecies at pH 7.3 (according to Marvin v 6.2.0.). It is a flavonoid oxoanion and a 3-oxo monocarboxylic acid anion. It is a conjugate base of a biochanin A 7-O-beta-D-glucoside 6''-O-malonate. COC1=CC=C(C=C1)C2=COC3=CC(=CC(=C3C2=O)[O-])O[C@H]4[C@@H]([C@H]([C@@H]([C@H](O4)COC(=O)CC(=O)[O-])O)O)O